C(C)(C)(C)OC(NC1(CN(CC1)C1=C(C=CC=C1C=O)F)C)=O [1-(2-Fluoro-6-formylphenyl)-3-methyl-pyrrolidin-3-yl]-carbamic acid tert-butyl ester